C(C=C)(=O)N1C[C@@H](N(C[C@H]1C)C(=O)OC(C)(C)C)C (2S,5R)-tert-Butyl 4-acryloyl-2,5-dimethylpiperazine-1-carboxylate